(R)-3-(7-chloro-3-isobutyl-2-methyl-1,1-dioxido-5-phenyl-2,3,4,5-tetrahydrobenzo[f][1,2,5]thiadiazepin-8-yl)benzenesulfonamide ClC=1C(=CC2=C(N(C[C@H](N(S2(=O)=O)C)CC(C)C)C2=CC=CC=C2)C1)C=1C=C(C=CC1)S(=O)(=O)N